C(C)N1C(N(C(C12CCN(CC2)CC2CCOCC2)=O)CC2=CC=C(C=C2)C)=O 1-ethyl-3-(4-methylbenzyl)-8-((tetrahydro-2H-pyran-4-yl)methyl)-1,3,8-triazaspiro[4.5]decane-2,4-dione